C(#N)C=1C=C(C=CC1)S(=O)(=O)NC1=CC=C(C=C1)/N=C/C=1C(=C2C=CC(OC2=CC1)(C)C)O (E)-3-cyano-N-(4-(((5-hydroxy-2,2-dimethyl-2H-chromen-6-yl)methylene)amino)phenyl)benzenesulfonamide